OCC1=C(C(=CC=C1)O)C hydroxymethylcresol